N-hydroxyacetyl-neuraminic acid OCC(=O)N[C@@H]1[C@H](CC(C(O)=O)(O)O[C@H]1[C@H](O)[C@H](O)CO)O